(2S,3S)-3-(3-fluoro-4-methoxyphenyl)-4-methylpentan-2-yl (4-methoxy-3-((3-methoxypropanoyl)oxy)picolinoyl)-Z-alaninate COC1=C(C(=NC=C1)C(=O)N[C@@H](C)C(=O)O[C@@H](C)[C@@H](C(C)C)C1=CC(=C(C=C1)OC)F)OC(CCOC)=O